P(O)(=O)(OP(=O)(O)O)OC[C@@H]1[C@H]([C@H]([C@@H](O1)N1C=NC=2C(=O)NC(N)=NC12)O)O guanosin diphosphate